S1SCC=C1 cis-dithiol